C1=CC(=CC=C1C(=O)O)N=NC2=CC=C(C=C2)O 4'-hydroxyazobenzene-4-carboxylic acid